F[C@@H]1[C@@H]([C@@H](N(C1)C(C(C)(C)O)=O)CC=1C(=C(C=CC1)C1=C(C=CC(=C1)F)F)F)NS(=O)(=O)CC N-{(2S,3R,4S)-4-fluoro-1-(2-hydroxy-2-methylpropanoyl)-2-[(2,2',5'-trifluoro[1,1'-biphenyl]-3-yl)methyl]pyrrolidin-3-yl}ethanesulfonamide